acrylic acid-2-(3,4,5-trihydroxyphenyl)ethyl ester OC=1C=C(C=C(C1O)O)CCOC(C=C)=O